(6R)-17-amino-12-[[4-(difluoromethoxy)-3-fluoro-phenyl]methyl]-6-hydroxy-6,15-bis(trifluoromethyl)-19-oxa-3,4,12,18-tetrazatricyclo[12.3.1.12,5]nonadeca-1(18),2,4,14,16-pentaen-13-one NC1=CC(=C2C(N(CCCCC[C@@](C3=NN=C(C1=N2)O3)(C(F)(F)F)O)CC3=CC(=C(C=C3)OC(F)F)F)=O)C(F)(F)F